C(C1=CC=CC=C1)N1C(CCC1)Cl N-benzyl-2-chloropyrrolidine